3,4,5-Trifluorobenzoyl chloride FC=1C=C(C(=O)Cl)C=C(C1F)F